24-Noroleana-3,12-diene CC1=CCC[C@]2([C@H]1CC[C@@]3([C@@H]2CC=C4[C@]3(CC[C@@]5([C@H]4CC(CC5)(C)C)C)C)C)C